O[Si](C1=CC=C(C=C1)[Si](CC1=CC=CC=C1)(O)O)(CC1=CC=CC=C1)O 1,4-bis(dihydroxybenzylsilyl)benzene